ClS(=O)(=O)C=1C=C(C(=O)O)C=CC1F 3-chlorosulfonyl-4-fluoro-benzoic acid